6-[(3R)-3,4-Dimethylpiperazin-1-yl]-N-[2-(3-methylpyridin-2-yl)-[1,3]thiazolo[5,4-c]pyridin-6-yl]pyridin-2-amine C[C@@H]1CN(CCN1C)C1=CC=CC(=N1)NC1=CC2=C(C=N1)SC(=N2)C2=NC=CC=C2C